potassium mannose phosphate P(=O)([O-])([O-])[O-].O=C[C@@H](O)[C@@H](O)[C@H](O)[C@H](O)CO.[K+].[K+].[K+]